6-(1-(oxetane-3-yl)-1H-pyrazol-4-yl)pyrazolo[1,5-a]pyridine-3-carbonitrile O1CC(C1)N1N=CC(=C1)C=1C=CC=2N(C1)N=CC2C#N